2-fluorophenethyl-amine bromide [Br-].FC1=C(CCN)C=CC=C1